FC(C1=CC(=CC=2B(OCC21)O)C(=O)OC2=C(C(=C(C(=C2F)F)F)F)F)F pentafluorophenyl 4-(difluoromethyl)-1-hydroxy-1,3-dihydrobenzo[c][1,2]oxaborole-6-carboxylate